N-(cyclopropylmethyl)-6-(3-{2,6-diazaspiro[3.4]octan-6-yl}propoxy)-7-methoxy-1H,2H,3H-cyclopenta[b]quinolin-9-amine C1(CC1)CNC1=C2C(=NC=3C=C(C(=CC13)OC)OCCCN1CC3(CNC3)CC1)CCC2